3,4',5-trihydroxystilbene-3-d OC1(CC(=CC(=C1)O)C=CC1=CC=C(C=C1)O)[2H]